2-methoxyethyl (((6-hydroxy-5-methyl-4-pentyl-[1,1'-biphenyl]-2-yl)oxy)methyl)(methyl)carbamate OC1=C(C(=CC(=C1C1=CC=CC=C1)OCN(C(OCCOC)=O)C)CCCCC)C